O1CC(CC1)C(=O)OC methyl tetrahydrofuran-3-carboxylate